ClCC(CCl)N1C[C@H]2CC[C@@H](C1)O2 (1R,5S)-3-(1,3-dichloropropane-2-yl)-8-oxa-3-azabicyclo[3.2.1]octane